cis-N1-(5-(3-(2-methoxyethyl)-2-methyl-3H-imidazo[4,5-b]pyridin-5-yl)pyrrolo[2,1-f][1,2,4]triazin-2-yl)-N4,N4-dimethylcyclohexane-1,4-diamine COCCN1C(=NC=2C1=NC(=CC2)C=2C=CN1N=C(N=CC12)N[C@@H]1CC[C@@H](CC1)N(C)C)C